1-(4-bromophenyl)-4-{[2-cis-(trifluoromethyl)cyclopropyl]methyl}piperazine methyl-1-((difluoromethyl)sulfonyl)-2,3-dihydro-1H-pyrrolo[3,2-c]pyridine-6-carboxylate COC(=O)C1=CC2=C(C=N1)CCN2S(=O)(=O)C(F)F.BrC2=CC=C(C=C2)N2CCN(CC2)CC2(CC2)C(F)(F)F